Methyl 5,6,7,8,9,10-hexahydro-4H-cyclonon[b]thiophene-2-carboxylate S1C2=C(C=C1C(=O)OC)CCCCCCC2